2-methylsulfanyl-pyrido[4,3-d]pyrimidine-5-carbaldehyde CSC=1N=CC2=C(N1)C=CN=C2C=O